(3S,4S)-4-fluoro-3-(2-fluoro-4-(((1R,2R)-2-methylcyclopropyl)amino)-5-nitrobenzoylamino)piperidine-1-carboxylic acid tert-butyl ester C(C)(C)(C)OC(=O)N1C[C@@H]([C@H](CC1)F)NC(C1=C(C=C(C(=C1)[N+](=O)[O-])N[C@H]1[C@@H](C1)C)F)=O